Cl.ClC1=CC=C(OC2=NC=C(C=3C=CC=NC23)N)C=C1 8-(4-chlorophenoxy)-1,7-naphthyridine-5-amine hydrochloride